(3-fluorocyclobutane-1,1-diyl)dimethanol FC1CC(C1)(CO)CO